The molecule is a pyrimidine 2',3'-dideoxyribonucleoside compound having cytosine as the nucleobase. It has a role as an antiviral drug, an antimetabolite and a HIV-1 reverse transcriptase inhibitor. C1C[C@@H](O[C@@H]1CO)N2C=CC(=NC2=O)N